(S)-N-(3-(5-(5-(2,3-Dihydro-1H-inden-4-yl)-6-methoxy-1H-pyrazolo[4,3-b]pyridin-3-yl)pyridin-2-yl)cyclobutyl)-2-hydroxy-N-methylpropanamide C1CCC2=C(C=CC=C12)C1=C(C=C2C(=N1)C(=NN2)C=2C=CC(=NC2)C2CC(C2)N(C([C@H](C)O)=O)C)OC